(4R)-3,3-difluoro-1-methylbenzamide FC1(CC(C(=O)N)(C=CC1)C)F